CC1(OB(OC1(C)C)C=1C=CC(=C2N=COC21)N)C 7-(4,4,5,5-tetramethyl-1,3,2-dioxaborolan-2-yl)benzo[d]oxazol-4-amine